COC(C1=C(C=CC(=C1)[N+](=O)[O-])C=1C=NC(=CC1)CC)=O 2-(6-ethylpyridin-3-yl)-5-nitrobenzoic acid methyl ester